N-(2-methylbutyl)-bicyclo[2.2.1]Hept-5-ene-2,3-dicarboximide CC(CN1C(=O)C2C3C=CC(C2C1=O)C3)CC